C(C(C)C)O[Ti](OCC(C)C)(OCC(C)C)OCC(C)C tetraisobutoxyTitanium